COC1CCC(CC1)=O 4-(methoxy)cyclohexanone